1,2-diphenyl-2-((5-phenyl-4H-1,2,4-triazol-3-yl)thio)ethan-1-one C1(=CC=CC=C1)C(C(SC1=NN=C(N1)C1=CC=CC=C1)C1=CC=CC=C1)=O